ClC1=CC=C(C=N1)N(C1=NN(C=2C1=NC(=CC2)C(=O)O)C2CCOCC2)C 3-[(6-chloropyridin-3-yl)(methyl)amino]-1-(oxan-4-yl)pyrazolo[4,3-b]pyridine-5-carboxylic acid